N[C@@H](CCCNC(N)=N)C(=O)[O-] arginate